COC=1C=C(C=CC1)C=1NC2=CC=C(C=C2C1C)C#N 2-(3-methoxyphenyl)-3-methyl-1H-indole-5-carbonitrile